N,N'-methylenebis(behenamide) C(NC(CCCCCCCCCCCCCCCCCCCCC)=O)NC(CCCCCCCCCCCCCCCCCCCCC)=O